COC1=NC=CC(=C1)C1=CC(=NN1)C(=O)N1CCC(CC1)C(=O)OC methyl 1-[5-(2-methoxypyridin-4-yl)-1H-pyrazole-3-carbonyl]piperidine-4-carboxylate